2-tert-butyl-1'-{7-[(1,1-dideuterio)ethyloxy]-1,3-dimethyl-1H-indazole-5-carbonyl}-5H-spiro[[1,3]benzothiazole-6,4'-piperidin]-4(7H)-one C(C)(C)(C)C=1SC2=C(N1)C(CC1(CCN(CC1)C(=O)C=1C=C3C(=NN(C3=C(C1)OC(C)([2H])[2H])C)C)C2)=O